Tert-Butyl (5-(3,6-dihydro-2H-pyran-4-yl)-6-((dimethylamino)methyl)pyridin-2-yl)carbamate O1CCC(=CC1)C=1C=CC(=NC1CN(C)C)NC(OC(C)(C)C)=O